1-vinyl-3-octylimidazolium Hexafluorophosphate F[P-](F)(F)(F)(F)F.C(=C)N1C=[N+](C=C1)CCCCCCCC